(S)-N-(3-bromo-2,4-difluorophenyl)-7-(1-methyl-1H-pyrazol-4-yl)-5-(1-(pyrimidin-2-yl)ethoxy)quinazolin-4-amine BrC=1C(=C(C=CC1F)NC1=NC=NC2=CC(=CC(=C12)O[C@@H](C)C1=NC=CC=N1)C=1C=NN(C1)C)F